[Ti].C(C)CC(CC(=O)OOCCCC)=O.C(C)CC(CC(=O)OOCCCC)=O di-n-butoxy bis(ethylacetoacetate) titanium